S1C=NC2=C1C(=CC=C2)NC2CCN(CC2)CC(=O)N2[C@@H](C[C@@H](C2)F)C#N (2S,4S)-1-[2-[4-(1,3-benzothiazol-7-ylamino)-1-piperidyl]acetyl]-4-fluoro-pyrrolidine-2-carbonitrile